C1=CC=CC=2C3=CC=CC=C3N(C12)C1=NC(=NC(=N1)C1=CC=CC=C1)C1=CC=2C3=CC=CC=C3C3=CC=CC=C3C2C=C1 2-(9H-carbazol-9-yl)-4-phenyl-6-(triphenylen-2-yl)-1,3,5-triazine